1-{3-[1-(2,2-Dimethylpropanoyl)-5-[(4-fluorophenyl)methoxy]-4-methyl-1H-pyrazol-3-yl]azetidin-1-yl}-2,2-dimethylpropan-1-on CC(C(=O)N1N=C(C(=C1OCC1=CC=C(C=C1)F)C)C1CN(C1)C(C(C)(C)C)=O)(C)C